C(C)(C)(C)OC(=O)N(CC(C(C(=O)OCC)(C)F)O)CC1=CC=C(C=C1)OC ethyl 4-{(tert-butoxycarbonyl) [(4-methoxyphenyl)methyl]amino}-2-fluoro-3-hydroxy-2-methylbutanoate